ClC1=CC=C(C(=N1)OC)C=1NCCN1 6-Chloro-3-(4,5-dihydro-1H-imidazol-2-yl)-2-methoxypyridine